[Al]Cl.C(CCCCCCC=C)(=O)O.C(CCCCCCC=C)(=O)O bis(8-nonenoic acid) aluminum monochloride